C(=C)C1C(CCC1)O 2-vinylcyclopentanol